NC1CCN(CC1)C1=C(C=NC2=CC=C(C=C12)C=1C(=C(C#N)C=C(C1)F)OCOC)C1=CC(=CC(=C1)F)F 3-[4-(4-Aminopiperidin-1-yl)-3-(3,5-difluorophenyl)chinolin-6-yl]-5-fluoro-2-(methoxymethoxy)benzonitril